ClC1=C(C=C(CN2[C@@H](C[C@@](CC2)(C(=O)O)CC2=NC(=CC=C2F)NC2=NNC(=C2)C)C)C=C1)F (2R,4R)-1-(4-chloro-3-fluorobenzyl)-4-((3-fluoro-6-((5-methyl-1H-pyrazol-3-yl)amino)pyridin-2-yl)methyl)-2-methyl-piperidine-4-carboxylic acid